8'-bromo-3'-methyl-spiro[cyclopentane-1,1'-pyrrolo[2,3-c]quinolin]-2'(3'h)-one BrC1=CC=2C3=C(C=NC2C=C1)N(C(C31CCCC1)=O)C